7-(((3aS,4R,6aR)-4-(4-Chloro-7H-pyrrolo[2,3-d]pyrimidin-7-yl)-2,2-dimethyl-3a,6a-dihydro-4H-cyclopenta[d][1,3]dioxol-6-yl)methoxy)-N-methylquinolin-2-amine ClC=1C2=C(N=CN1)N(C=C2)[C@@H]2C=C([C@H]1OC(O[C@H]12)(C)C)COC1=CC=C2C=CC(=NC2=C1)NC